(E)-5-bromo-4-(2-(dimethylamino)vinyl)-1-methyl-3-nitropyridin-2(1H)-one BrC=1C(=C(C(N(C1)C)=O)[N+](=O)[O-])\C=C\N(C)C